(S)-2-((2-((S)-8-(difluoromethyl)-6-oxo-2,5-dioxa-7-azaspiro[3.4]octan-7-yl)-5,6-dihydrobenzo[f]imidazo[1,2-d][1,4]oxazepin-9-yl)amino)propionamide FC([C@H]1N(C(OC12COC2)=O)C=2N=C1N(CCOC3=C1C=CC(=C3)N[C@H](C(=O)N)C)C2)F